COC1=CC=C(C=C1)CO 4-METHOXY-1-BENZENEMETHANOL